N-(6-(4-cyanophenyl)thiazolo[4,5-b]pyrazin-2-yl)-3-fluoro-5-(2-methoxyphenyl)pyridine-4-carboxamide C(#N)C1=CC=C(C=C1)C=1N=C2C(=NC1)N=C(S2)NC(=O)C2=C(C=NC=C2C2=C(C=CC=C2)OC)F